3-((7,8-dihydro-1H,6H-[1,4]dioxepino[2',3':4,5]benzo[1,2-d]imidazol-2-yl)amino)-N-hydroxybenzamide N1C(=NC2=C1C=C1C(=C2)OCCCO1)NC=1C=C(C(=O)NO)C=CC1